3-((R)-2-oxopyrrolidin-3-yl)propionic acid methyl ester COC(CC[C@H]1C(NCC1)=O)=O